O1C(=CC=C1)C(CS)S 1-(furan-2-yl)ethane-1,2-dithiol